C(C)(C)C1OC2=CC=CC=C2C=C1[N+](=O)[O-] 2-isopropyl-3-nitro-2H-chromene